3-hydroxy-1-(3-methoxy-4-hydroxyphenyl)propane OCCCC1=CC(=C(C=C1)O)OC